(E)-3-(2-(4-(3-amino-4-methylbenzoyl)piperazin-1-yl)phenyl)-N-hydroxyacrylamide NC=1C=C(C(=O)N2CCN(CC2)C2=C(C=CC=C2)/C=C/C(=O)NO)C=CC1C